CNC(C1=NC=C(C=C1)N1CCN(CC1)[C@@H](C)C=1C=NC=2C(=C(C(NC2C1)=O)C(F)(F)F)C)=O (S)-N-methyl-5-(4-(1-(8-methyl-6-oxo-7-(trifluoromethyl)-5,6-dihydro-1,5-naphthyridin-3-yl)ethyl)piperazin-1-yl)picolinamide